4-chloro-3-((1-(4-methoxybenzyl)piperidin-2-yl)methyl)quinoline ClC1=C(C=NC2=CC=CC=C12)CC1N(CCCC1)CC1=CC=C(C=C1)OC